ClC1=C(C(N(C2=CC=CN=C12)C)=O)C#N 4-chloro-1-methyl-2-oxo-1,2-dihydro-1,5-naphthyridine-3-carbonitrile